CN1N=CC(=C1)C=1N=C(C=2N(C1)N=CC2)SC2CCN(CCC2)C(C=C)=O (4-((6-(1-methyl-1H-pyrazol-4-yl)pyrazolo[1,5-a]pyrazin-4-yl)thio)azepan-1-yl)prop-2-en-1-one